ClC=1C(=CC(=NC1)NC(=O)[C@@H]1C[C@@H](CCC1)C1=CC=NC=C1)C1=C2N(N=C1)CC(C2)(C)C (1S,3R)-N-(5-chloro-4-(5,5-dimethyl-5,6-dihydro-4H-pyrrolo[1,2-b]pyrazol-3-yl)pyridin-2-yl)-3-(pyridin-4-yl)cyclohexane-1-carboxamide